[5-(2-methoxypyridin-4-yl)-1H-pyrazole-3-carbonyl]piperidine-4-carboxylic acid methyl ester COC(=O)C1CCN(CC1)C(=O)C1=NNC(=C1)C1=CC(=NC=C1)OC